O1CCC(CC1)C1=NC=CC(=C1)NC=1N=CC2=C(N1)CNCC2 2-(oxan-4-yl)-N-{5H,6H,7H,8H-pyrido[3,4-d]pyrimidin-2-yl}pyridin-4-amine